BrC=1C=CC2=C(C(=NO2)N2CCN(CC2)C(=O)OC(C)(C)C)C1 tert-butyl 4-(5-bromobenzo[d]isoxazol-3-yl)piperazine-1-carboxylate